N-(3-fluoro-5-(3-((1R,2S)-2-fluorocyclopropyl)-1,2,4-oxadiazol-5-yl)-2-methylphenyl)imidazo[1,2-a]pyridine-3-carboxamide FC=1C(=C(C=C(C1)C1=NC(=NO1)[C@@H]1[C@H](C1)F)NC(=O)C1=CN=C2N1C=CC=C2)C